ClC1=C(C(=CC=C1)Cl)C1(CN(C1)C1=CC=C(CN2CCC(CC2)C(=O)O)C=C1)F 1-(4-(3-(2,6-dichlorophenyl)-3-fluoroazetidin-1-yl)-benzyl)piperidine-4-carboxylic acid